C1(=CC(=CC=C1)CCC[N+]1(CCCC1)C)CCC[N+]1(CCCC1)C 1,1'-(1,3-phenylenebis(propan-3,1-diyl))bis(1-methylpyrrolidin-1-ium)